3-((2S)-3-(8-(4'-(cyanomethyl)biphenyl-3-ylsulfonyl)-1-oxa-8-azaspiro[4.5]decan-3-ylamino)-2-hydroxypropoxy)-N-methylbenzenesulfonamide C(#N)CC1=CC=C(C=C1)C1=CC(=CC=C1)S(=O)(=O)N1CCC2(CC(CO2)NC[C@@H](COC=2C=C(C=CC2)S(=O)(=O)NC)O)CC1